BrC=1C=CC(=NC1)\C=N/S(=O)C(C)(C)C (Z)-N-((5-bromopyridin-2-yl)methylene)-2-methylpropane-2-sulfinamide